S1C=NC2=C1C=C(C=C2)C2=CC=C(C=C2)C(N(C(=O)C2CCCCC2)C=2C=C(C=CC2)/C=C/C(=O)OC)[2H] methyl (E)-3-(3-(N-((4-(benzo[d]thiazol-6-yl)phenyl)methyl-d)cyclohexanecarboxamido)phenyl)acrylate